t-butoxycarbonyl acrylate C(C=C)(=O)OC(=O)OC(C)(C)C